4-chloro-2-cyano-5-p-methylphenyl-imidazole ClC=1N=C(NC1C1=CC=C(C=C1)C)C#N